[C@H]12CC(C[C@H](CCC1)N2)N(C2=CC=C(N=N2)C2=C(C=C(C=C2)C2=CC(N(N=C2)C)=O)O)C 5-(4-(6-(((1R,3s,5S)-9-azabicyclo[3.3.1]nonan-3-yl)(methyl)amino)pyridazin-3-yl)-3-hydroxyphenyl)-2-methylpyridazin-3(2H)-one